C1CC12NCCN(C2)C2=CC=CC(=N2)CNC=2C1=C(N=CN2)NC=C1C1CCOCC1 N-((6-(4,7-Diazaspiro[2.5]octan-7-yl)pyridin-2-yl)methyl)-5-(tetrahydro-2H-pyran-4-yl)-7H-pyrrolo[2,3-d]pyrimidin-4-amine